C(C)(C)C1=CC=C(C=C1)N=C=O 4-Isopropylphenyl isocyanate